FC(C1=CC=C(CNC(=O)[C@@H]2N(CCC2)C(=O)[C@@H]2CN(CCC2)S(=O)(=O)Cl)C=C1)(F)F (S)-3-((R)-2-((4-(trifluoromethyl)benzyl)carbamoyl)pyrrolidine-1-carbonyl)piperidine-1-sulfonyl chloride